ClC=1C=C(C=CC1)[N+]1=CC2=CC=CC=C2C=C1 N-(m-chlorophenyl)isoquinolinium